2-(2,4-difluoro-5-(2-(((R)-phenyl((R)-1,2,3,4-tetrahydropyrido[2,3-b]pyrazin-3-yl)methyl)amino)ethyl)phenyl)-2-methylpropanoic acid FC1=C(C=C(C(=C1)F)CCN[C@@H]([C@H]1CNC2=C(N1)N=CC=C2)C2=CC=CC=C2)C(C(=O)O)(C)C